(8-(4-fluoro-2-methylbenzoyl)dibenzo[b,d]furan-2-yl)(o-tolyl)methanone FC1=CC(=C(C(=O)C=2C=CC3=C(C4=C(O3)C=CC(=C4)C(=O)C4=C(C=CC=C4)C)C2)C=C1)C